4-(dimethylamino)cinnamaldehyde CN(C1=CC=C(C=CC=O)C=C1)C